1-(7-(8-ethyl-7-fluoro-3-hydroxynaphthalen-1-yl)-8-fluoro-2-(((2R,7aS)-2-fluorohexahydro-1H-pyrrolizin-7a-yl)methoxy)pyrido[4,3-d]pyrimidin-4-yl)azepane-3-sulfonamide C(C)C=1C(=CC=C2C=C(C=C(C12)C1=C(C=2N=C(N=C(C2C=N1)N1CC(CCCC1)S(=O)(=O)N)OC[C@]12CCCN2C[C@@H](C1)F)F)O)F